N-isobutyl-2-(isopropylamino)benzo[d]oxazole C(C(C)C)N1C(OC2=C1C=CC=C2)NC(C)C